NN1C(=NC(=C1C(=O)N)C1=CC=C(C=C1)C(NC1=NC=CC(=C1)CC)=O)[C@H]1N(CCCC1)C(C=C(C)C)=O (S)-1-amino-4-(4-((4-ethylpyridin-2-yl)carbamoyl)phenyl)-2-(1-(3-methylbutan-2-enoyl)piperidin-2-yl)-1H-imidazole-5-carboxamide